C(C(O)CO)OCCCCCC hexyl monoglyceryl ether